(5S*)-5-((2,2-Difluoroethoxy)methyl)-N-(4-fluoro-3-(trifluoromethyl)phenyl)-5,6,9,10-tetrahydro-4H-isoxazolo[3,4-c]pyrido[4',3':3,4]pyrazolo[1,5-a]azepine-11(12H)-carboxamide FC(COC[C@H]1CC=2C(C=3N(C1)N=C1C3CN(CC1)C(=O)NC1=CC(=C(C=C1)F)C(F)(F)F)=NOC2)F |o1:5|